FC=1C=C(C=CC1)[C@@H]([C@@H]1[C@@H]2N(C(C=3N1N=CC(C3O)=O)=O)[C@@H](CC2)C)C2=CC=C(C=C2)F (7R,9aR,10R)-10-((S)-(3-fluorophenyl)(4-fluorophenyl)methyl)-4-hydroxy-7-methyl-8,9,9a,10-tetrahydro-3H-pyrrolo[1',2':4,5]pyrazino[1,2-b]pyridazine-3,5(7H)-dione